CC1=C(C=2C(=CN=CC2)N1C1=C(C(=O)N)C=CC=C1)C(=O)[C@H]1C[C@@H](N(CC1)C(=O)[C@H]1N[C@@H](CC1)C)C |&1:21| 2-(2-methyl-3-((2S,4RS)-2-methyl-1-((2S,5R)-5-methylpyrrolidine-2-carbonyl)piperidine-4-carbonyl)-1H-pyrrolo[2,3-c]pyridin-1-yl)benzamide